FC1=C(COC(=O)[C@H]2C([C@@H]2C=C(Cl)Cl)(C)C)C(=C(C=C1F)F)F.CN(C)C(C)[C-]1C=CC=C1.[CH-]1C=CC=C1.[Fe+2] alpha-(N,N-dimethylamino)ethylferrocene 2,3,5,6-tetrafluorobenzyl-(1R,3S)-3-(2,2-dichlorovinyl)-2,2-dimethylcyclopropanecarboxylate